4-[1-(4-Isoquinolyl)ethoxy]-6-[5-methyl-1-(4-piperidyl)triazol-4-yl]pyrazolo[1,5-a]pyridine-3-carbonitrile HCl Cl.C1=NC=C(C2=CC=CC=C12)C(C)OC=1C=2N(C=C(C1)C=1N=NN(C1C)C1CCNCC1)N=CC2C#N